3-(2-bromo-3-(difluoromethyl)phenyl)-3-vinylcyclohexan-1-one BrC1=C(C=CC=C1C(F)F)C1(CC(CCC1)=O)C=C